C(N)(=O)C1=CC(=NC2=C1N=CN=C2NC21CN(CC1C2)C(=O)OC(C)(C)C)C2=CC=C(C=C2)CN2CCOCC2 tert-butyl 1-([8-carbamoyl-6-[4-(morpholin-4-ylmethyl)phenyl]pyrido[3,2-d]pyrimidin-4-yl]amino)-3-azabicyclo[3.1.0]hexane-3-carboxylate